3-azido-1-[3-(trifluoromethoxy)phenyl]propan-1-amine hydrochloride Cl.N(=[N+]=[N-])CCC(N)C1=CC(=CC=C1)OC(F)(F)F